ClC=1C=C(C=2N(N1)C(=CN2)F)[C@H]2[C@@H](C2)C=2C=NC(=NC2)C(F)(F)F 6-chloro-3-fluoro-8-((1R,2R)-2-(2-(trifluoromethyl)pyrimidin-5-yl)cyclopropyl)imidazo[1,2-b]pyridazine